FC=1C=C(C(=NC1)OC)[C@@H]1N(CC(C1)O)C(=O)OC(C)(C)C tert-Butyl (2R)-2-(5-fluoro-2-methoxypyridin-3-yl)-4-hydroxypyrrolidine-1-carboxylate